[H+].[H+].[H+].CC/C(=C(\\C1=CC=CC=C1)/C2=CC=C(C=C2)OCCN(C)C)/C3=CC=CC=C3.C(C(=O)[O-])C(CC(=O)[O-])(C(=O)[O-])O The molecule is a citrate salt. It has a role as an angiogenesis inhibitor and an anticoronaviral agent. It contains a tamoxifen.